5-methyl-2,3-dihydro-benzo[1,4]dioxine CC1=CC=CC=2OCCOC21